(1-(4-cyclobutyl-2-ethyl-5-(5-ethyl-4H-1,2,4-triazol-3-yl)benzoyl)-4-fluoropiperidine-4-yl)benzonitrile C1(CCC1)C1=CC(=C(C(=O)N2CCC(CC2)(F)C2=C(C#N)C=CC=C2)C=C1C1=NN=C(N1)CC)CC